(1-Methylcyclobutyl)(piperazin-1-yl)methanone CC1(CCC1)C(=O)N1CCNCC1